NC1=NN2C(C=C(C=C2)C=2C(=C(C(=O)NCC([C@@H](O)C3=CC=C(C=C3)F)(F)F)C(=CC2)C)F)=N1 (S)-3-(2-amino-[1,2,4]triazolo[1,5-a]pyridin-7-yl)-N-(2,2-difluoro-3-(4-fluorophenyl)-3-hydroxypropyl)-2-fluoro-6-methylbenzamide